2-hydroxy-1-[4-{4-(2-hydroxy-2-methylpropionyl)benzyl}phenyl]-2-methyl-propan-1-one OC(C(=O)C1=CC=C(C=C1)CC1=CC=C(C=C1)C(C(C)(C)O)=O)(C)C